C1(CCCCC1)PC1=C(C=CC=C1)C1=C(C=CC=C1)N(C)C cyclohexylphosphino-2'-(N,N-dimethylamino)biphenyl